ClC=1C=C2C(=CNC2=CC1)CC(CC)=O (5-Chloro-1H-indole-3-yl)butane-2-one